CCCCCCCCCCCCCCCCCCCC(=O)O[C@H](COC(=O)CCCCC/C=C\C/C=C\C/C=C\C/C=C\CCCCC)COP(=O)([O-])OCC[N+](C)(C)C 1-(7Z,10Z,13Z,16Z-docosatetraenoyl)-2-eicosanoyl-glycero-3-phosphocholine